CC(C(C(NC)=O)[NH-])(C)C [2,2-dimethyl-1-((S)-methylcarbamoyl)propyl]amid